1-ethyl-6-fluoro-8-(6-fluoro-1-methylsulfonylindol-4-yl)-4,4,9-trimethyl-5H-pyrazolo[4,3-c]quinoline C(C)N1N=CC=2C(NC=3C(=CC(=C(C3C21)C)C2=C1C=CN(C1=CC(=C2)F)S(=O)(=O)C)F)(C)C